COC1=CC=C(C=C1)CN1N=C(C=C(C1=O)C(F)(F)F)C(C)OCCC(N1CCN(CC1)C1=NC=C(C=N1)C(F)(F)F)=O 2-[(4-methoxyphenyl)methyl]-6-[1-[3-oxo-3-[4-[5-(trifluoromethyl)pyrimidin-2-yl]piperazin-1-yl]propoxy]ethyl]-4-(trifluoromethyl)pyridazin-3-one